2-{5-(2-aminopyrimidin-4-yl)-4-[3-(2,5-difluoro-benzenesulfonylamino)-2-fluorophenyl]-thiazol-2-yl}-4-cyclopropylpiperazine-1-carboxylic acid tert-butyl ester C(C)(C)(C)OC(=O)N1C(CN(CC1)C1CC1)C=1SC(=C(N1)C1=C(C(=CC=C1)NS(=O)(=O)C1=C(C=CC(=C1)F)F)F)C1=NC(=NC=C1)N